C(C1=CC=CC=C1)OC(=O)N[C@H](C(=O)O)CCN(CCCCC1=NC=2NCCCC2C=C1)CCOC1=CC=CC=C1 (2S)-2-(benzyloxycarbonylamino)-4-[2-phenoxyethyl-[4-(5,6,7,8-tetrahydro-1,8-naphthyridin-2-yl)butyl]amino]butanoic acid